2-methanesulfonyl-4H,5H,6H-pyrrolo[3,4-c]pyrazole CS(=O)(=O)N1N=C2C(=C1)CNC2